(R)-2-amino-2-(3-fluoro-4-(2-(methyl-d3)-2H-1,2,3-triazol-4-yl)phenyl)-4,4-dimethylpentanoic acid isopropyl ester C(C)(C)OC([C@@](CC(C)(C)C)(C1=CC(=C(C=C1)C1=NN(N=C1)C([2H])([2H])[2H])F)N)=O